N-[[(1S,3R)-3-[[5-(3-cyano-6-oxo-pyridazin-1-yl)-2-pyridyl]amino]cyclopentyl]methyl]-3-methylisoxazole-5-carboxamide C(#N)C1=NN(C(C=C1)=O)C=1C=CC(=NC1)N[C@H]1C[C@H](CC1)CNC(=O)C1=CC(=NO1)C